4-(7-(6-chloro-5-((Z)-prop-1-en-1-yl)-1H-indazol-4-yl)-8-fluoro-2-(((2R,7aS)-2-fluorotetrahydro-1H-pyrrolizin-7a(5H)-yl)methoxy)pyrido[4,3-d]pyrimidin-4-yl)-1,4-oxazepan-6-one ClC1=C(C(=C2C=NNC2=C1)C1=C(C=2N=C(N=C(C2C=N1)N1CCOCC(C1)=O)OC[C@]12CCCN2C[C@@H](C1)F)F)\C=C/C